COC1=CC=C(C(=O)N2C[C@@](CC2)(N2N=NNC2=O)COC2=CC=C(C=C2)C2=CC=C(C=C2)C#N)C=C1 |r| (±)-4'-((1-(4-methoxybenzoyl)-3-(5-oxo-4,5-dihydro-1H-tetrazol-1-yl)pyrrolidin-3-yl)methoxy)-[1,1'-biphenyl]-4-carbonitrile